2-(chloromethyl)-1-((1-(fluoromethyl)cyclopropyl)methyl)-1H-benzo[d]imidazole ClCC1=NC2=C(N1CC1(CC1)CF)C=CC=C2